methyl-2-oxo-imidazo[4,5-b]pyridin CC=1C=CC=2C(N1)=NC(N2)=O